CC1(OB(OC1(C)C)C=1N=CC(=NC1)NC(C1=CC=CC=C1)(C1=CC=CC=C1)C1=CC=CC=C1)C 5-(4,4,5,5-tetramethyl-1,3,2-dioxaborolan-2-yl)-N-tritylpyrazin-2-amine